O1CCN(CC1)C1=CC(=NC=2N1N=C(C2)C2OCCC2)N2N=CC1=C2CCOC1 1-(7-morpholino-2-(tetrahydrofuran-2-yl)pyrazolo[1,5-a]pyrimidin-5-yl)-1,4,6,7-tetrahydropyrano[4,3-c]pyrazole